C(C1=CC=CC=C1)OC1=C2C=C(N(C2=CC=C1)C1=CC(=C(C=C1)F)C)CCO 2-(4-(benzyloxy)-1-(4-fluoro-3-methylphenyl)-1H-indol-2-yl)ethan-1-ol